(R)-N'-((3-ethyl-2-(trifluoromethyl)-6,7-dihydro-5H-cyclopenta[b]pyridin-4-yl)carbamoyl)-2-(2-hydroxypropan-2-yl)thiazole-5-sulfonimidamide C(C)C=1C(=C2C(=NC1C(F)(F)F)CCC2)NC(=O)N=[S@](=O)(N)C2=CN=C(S2)C(C)(C)O